O[C@@H](C)C=1N(C=CN1)CC1=NOC(=C1)C1=CC=C(C=C1)C#CC=1C=CC(=NC1)CN1CC2(C1)CNC(C2)=O (S)-2-((5-((4-(3-((2-(1-hydroxyethyl)-1H-imidazol-1-yl)methyl)isoxazol-5-yl)phenyl)ethynyl)pyridin-2-yl)methyl)-2,6-diazaspiro[3.4]octan-7-one